2-((1-(2-(4-(4,4-difluoropiperidin-1-yl)phenyl)-6-methyl-4-oxo-4H-chromen-8-yl)ethyl)amino)benzoic acid FC1(CCN(CC1)C1=CC=C(C=C1)C=1OC2=C(C=C(C=C2C(C1)=O)C)C(C)NC1=C(C(=O)O)C=CC=C1)F